7-Bromo-N-(tert-butyl)-2-butyl-1-((tetrahydro-2H-pyran-4-yl)methyl)-1H-imidazo[4,5-d]thieno[3,2-b]pyridine-4-amine BrC1=CC2=NC(=C3C(=C2S1)N(C(=N3)CCCC)CC3CCOCC3)NC(C)(C)C